C1(CC1)[C@@](C(C1=C(C(=CC=C1)[C@@H](C)NC=1C2=C(N=C(N1)C)C=NC(=C2)S(=O)(=O)C)F)(F)F)(C)O |o1:3| (2R or S)-2-cyclopropyl-1,1-difluoro-1-{2-fluoro-3-[(1R)-1-{[6-(methylsulfonyl)-2-methylpyrido[3,4-d]pyrimidin-4-yl]amino}ethyl]phenyl}propan-2-ol